(Z)-hexadec-13-en-11-yn-1-yl acetate ((Z)-hexadec-13-en-11-yn-1-yl acetate) C(CCCCCCCCCC#C\C=C/CC)CC(=O)O.C(C)(=O)OCCCCCCCCCCC#C\C=C/CC